NC=1C(=NC2=CC=C(C=C2N1)CN(C(=O)C=1C=NC(=CC1)C(F)(F)F)C1=C(C=CC=C1)S(=O)(=O)C)C N-[(3-amino-2-methylquinoxalin-6-yl)methyl]-N-(2-methanesulfonylphenyl)-6-(trifluoromethyl)pyridine-3-carboxamide